N1N=CC(=C1)C1=CC=C(C=C1)N1C(N(C2(C1)CCNCC2)CC2=CC(=CC=C2)OC)=O 3-(4-(1H-pyrazol-4-yl)phenyl)-1-(3-methoxybenzyl)-1,3,8-triazaspiro[4.5]decan-2-one